C(C)OC=1C(=NC=C(C1)F)OC=1C=C(C=NC1)C1=NC=C(C=N1)C(=O)N[C@@H]1CN(C[C@H](C1)F)C(=O)OC(C)(C)C tert-butyl (3S,5S)-3-{[(2-{5-[(3-ethoxy-5-fluoropyridin-2-yl)oxy]pyridin-3-yl}pyrimidin-5-yl)carbonyl]amino}-5-fluoropiperidine-1-carboxylate